ClC1=CC=C(C=C1)N1[C@H](COCC1)C (S)-4-(4-chlorophenyl)-3-methylmorpholine